C[C@@H]1CCC2=C1N=C(N=C2N2CC(C2)CC(=O)O)N2[C@H](CC2)C 2-(1-((R)-7-methyl-2-((S)-2-methylazetidin-1-yl)-6,7-dihydro-5H-cyclopenta[d]pyrimidin-4-yl)azetidin-3-yl)acetic acid